6H-furo[2,3-b]pyrrole-5-carboxylic acid ethyl ester C(C)OC(=O)C1=CC2=C(N1)OC=C2